(E)-3-(di-tert-butoxycarbonylamino)-6-(hydrazonomethyl)-picolinic acid methyl ester COC(C1=NC(=CC=C1N(C(=O)OC(C)(C)C)C(=O)OC(C)(C)C)/C=N/N)=O